(2S)-5-allyl-pyrrolidine-1,2-dicarboxylic acid 1-(tert-butyl) 2-methyl ester COC(=O)[C@H]1N(C(CC1)CC=C)C(=O)OC(C)(C)C